FC(OC1=CC=C(C=N1)N1N=CC=C1C(C)C)F 1-[6-(difluoromethoxy)-3-pyridyl]-5-isopropyl-pyrazol